(perfluoropropan-2-yl)-2-trifluoromethylaniline FC(C(C(F)(F)F)(F)NC1=C(C=CC=C1)C(F)(F)F)(F)F